FCSOC(C1=CC=C(C=C1)NC(=O)C=1C(=NN(C1)C1=CC=C(C=C1)Cl)C(F)(F)F)=O 4-(1-(4-chlorophenyl)-3-trifluoromethyl-pyrazole-4-carboxamido)benzoic acid monofluoromethylthioester